C(C)(C)(C)OC(=O)N1N=C(C=2N=CN=C(C21)NCC2=CC=C(C=C2)B(O)O)C(=O)OC 4-([[1-(tert-butoxycarbonyl)-3-(methoxycarbonyl)pyrazolo[4,3-d]pyrimidin-7-yl]amino]-methyl)phenylboronic acid